O.P(=O)([O-])([O-])[O-].[K+].[K+].[K+] tri-potassium phosphate monohydrate